ClC1=NC=CC(=C1Cl)C=1C(=C(C=CC1)NC(C1=NC=C(C=C1)C=O)=O)C N-(3-(2,3-dichloropyridin-4-yl)-2-methylphenyl)-5-formylpicolinamide